C(C)[C@@H]1N(C[C@H](N(C1)C(C)C1=CC=C(C=C1)CN1CCC(CC1)OC)CC)C=1C2=C(N(C(N1)=O)C)C=CC(=N2)C#N 4-((2S,5R)-2,5-Diethyl-4-(1-(4-((4-methoxypiperidin-1-yl)methyl)phenyl)ethyl)piperazin-1-yl)-1-methyl-2-oxo-1,2-dihydropyrido[3,2-d]pyrimidine-6-carbonitrile